4-iodo-2-(6-methyl-3-azabicyclo[4.1.0]hept-3-yl)benzoic acid IC1=CC(=C(C(=O)O)C=C1)N1CC2CC2(CC1)C